C1(CCCC1)/C=C/C=1C(C(=C(N(C1C)C)C)C(=O)NC1=CC(=C(C=C1)OC1=CC=NC2=CC(=C(N=C12)OC)OCCOC)F)=O 5-[(E)-2-cyclopentylvinyl]-N-[3-fluoro-4-[[6-methoxy-7-(2-methoxyethoxy)-1,5-naphthyridin-4-yl]oxy]phenyl]-1,2,6-trimethyl-4-oxopyridine-3-carboxamide